3-(4-hydroxybutyl)-1-methyl-1H-imidazol-3-ium OCCCC[N+]1=CN(C=C1)C